O[C@H]1C[C@H]2C(C([C@H]3[C@@H]4CC[C@H]([C@@H](CCC(=O)O)C)[C@]4(CC[C@@H]3[C@]2(CC1)C)C)=O)=CC 3α-hydroxy-6-ethylidene-7-keto-5β-cholan-24-oic Acid